ClCCCNS(=O)(=O)N1C[C@H]([C@H](CC1)NC1=NN2C(C=CC(=C2OCC)C=2C=NNC2)=N1)C (3R,4S)-N-(3-chloropropyl)-4-((5-ethoxy-6-(1H-pyrazol-4-yl)-[1,2,4]triazolo[1,5-a]pyridin-2-yl)amino)-3-methylpiperidine-1-sulfonamide